Cl.CN(CCN1N=C(C=CC1=O)C1=CC=C(C=C1)OC)C 2-(2-(dimethylamino)ethyl)-6-(4-methoxyphenyl)pyridazin-3(2H)-one hydrochloride